CCCC(=O)OC1C=CC([N+](=O)[O-])=CC=1 p-nitrophenyl butyrate